5-fluoropentane-1-ol FCCCCCO